3-[(dimethylamino)methyl]cyclopropane-1-carboxylic acid ethyl ester C(C)OC(=O)C1CC1CN(C)C